FC(CC)(F)C=1C=C(C=CC1)NC(=O)C1C(=NN(C1=O)C1=CC=C2C=NN(C2=C1)CC1=CC=C(C=C1)OC)C N-(3-(1,1-difluoropropyl)phenyl)-1-(1-(4-methoxybenzyl)-1H-indazol-6-yl)-3-methyl-5-oxo-4,5-dihydro-1H-pyrazole-4-carboxamide